BrC1=CC(=C2C=NNC2=C1C)C 6-bromo-4,7-dimethyl-1H-indazole